ClC=1C=C(C=CC1F)[C@H](C)NC(=O)C=1C(NC2=C(N=C(C=C2C1N1CCN[C@H](CC1)C)C)C1CC1)=O N-[(S)-1-(3-chloro-4-fluorophenyl)ethyl]-4-[(S)-5-methyl-1,4-diazepan-1-yl]-8-cyclopropyl-6-methyl-2-oxo-1,2-dihydro-1,7-diaza-3-naphthamide